N-(1-ethoxyethyl)isobutyramide C(C)OC(C)NC(C(C)C)=O